COC=1C(C(=O)[O-])=CC=CC1 methylsalicylate